(S)-N-(1-(7,8-difluoro-1-oxo-1,2-dihydroisoquinolin-4-yl)ethyl)-N-methyl-1,4,5,6-tetrahydrocyclopenta[b]pyrrole-2-carboxamide FC1=CC=C2C(=CNC(C2=C1F)=O)[C@H](C)N(C(=O)C1=CC2=C(N1)CCC2)C